tert-butyl (R)-3-(((1H-pyrazol-4-yl)methoxy) methyl)-4-(3-fluoro-4-(trifluoromethoxy)benzyl)piperazine-1-carboxylate N1N=CC(=C1)COC[C@H]1CN(CCN1CC1=CC(=C(C=C1)OC(F)(F)F)F)C(=O)OC(C)(C)C